BrCC1=CC=C(C=C1)C#C 1-(Bromomethyl)-4-ethynylbenzene